hydroxybutanoylcarnitine OCCCC(=O)C(O)(C[N+](C)(C)C)CC([O-])=O